(1s,2r)-1-amino-1-phenylpropan-2-ol hydrochloride Cl.N[C@H]([C@@H](C)O)C1=CC=CC=C1